Cyclopropanecarboxylic acid [4-(2-{4-[3-(5-tert-butyl-2-isopropyl-2H-pyrazol-3-yl)-ureido]-3-fluoro-phenyl}-ethyl)-pyridin-2-yl]-amide C(C)(C)(C)C=1C=C(N(N1)C(C)C)NC(NC1=C(C=C(C=C1)CCC1=CC(=NC=C1)NC(=O)C1CC1)F)=O